COC1=CC(=C(C=C1)C1=CC=C(C=C1N)OC)N 4,4'-dimethoxy-2,6'-diaminobiphenyl